Potassium hexachloroiridium hydrate O.Cl[Ir](Cl)(Cl)(Cl)(Cl)Cl.[K]